FC1=CC(=CC2=CN(N=C12)C)C1=CC2=C(C=N1)N=C(S2)C2CCNCC2 6-(7-Fluoro-2-methyl-2H-indazol-5-yl)-2-(piperidin-4-yl)[1,3]thiazolo[4,5-c]pyridin